2-chloro-6-(cyclopent-1-en-1-yl)nicotinonitrile ClC1=C(C#N)C=CC(=N1)C1=CCCC1